2-[[4-chloro-3-(2-methylthiazol-4-yl)pyrrolo[2,3-b]pyridin-1-yl]methoxy]ethyl-trimethyl-silane ClC1=C2C(=NC=C1)N(C=C2C=2N=C(SC2)C)COCC[Si](C)(C)C